(Z)-4-bromo-2-(1,3-dithian-2-yl)phenyl 3-(4-bromophenyl)acrylate BrC1=CC=C(C=C1)\C=C/C(=O)OC1=C(C=C(C=C1)Br)C1SCCCS1